ClC1=C(C=CC(=C1)S(=O)(=O)C)COC1CCN(CC1)C(=O)N1C[C@H](CC1)C1=NC=NN1 [4-[(2-chloro-4-methylsulfonyl-phenyl)methoxy]-1-piperidinyl]-[(3S)-3-(1H-1,2,4-triazol-5-yl)pyrrolidin-1-yl]methanone